tert-butyl N-{6-[(2S)-2-[(tert-butoxycarbonyl)amino]propyl]-2,7-dichloropyrrolo[2,1-f][1,2,4]triazin-4-yl}-N-(thiophen-2-ylmethyl)carbamate C(C)(C)(C)OC(=O)N[C@H](CC=1C=C2C(=NC(=NN2C1Cl)Cl)N(C(OC(C)(C)C)=O)CC=1SC=CC1)C